FC=1C=C2C(=NC=3N(C2=CC1C(CC)O)C=NN3)N(C3=CC(=CC=C3)F)C [7-fluoro-5-(3-fluoro-N-methyl-anilino)-[1,2,4]triazolo[4,3-a]quinazolin-8-yl]propan-1-ol